2-hydroxypropane-1,3-diyl bis(2-methylacrylate) CC(C(=O)OCC(COC(C(=C)C)=O)O)=C